C(CCCCCCCCC)N(C(CCCCCCCCCCC)=O)CCCCCCCCCC dodecanoic acid bis-decylamide